4-(5-((Pyridin-3-yloxy)methyl)-2-(trifluoromethyl)oxazolidin-3-yl)-2-(trifluoromethyl)benzonitril N1=CC(=CC=C1)OCC1CN(C(O1)C(F)(F)F)C1=CC(=C(C#N)C=C1)C(F)(F)F